2-Bromo-6-(2-chloro-5-fluorophenoxy)-N-methylaniline BrC1=C(NC)C(=CC=C1)OC1=C(C=CC(=C1)F)Cl